(Z)-N-(3-(tert-butyl)-1,4,8-triphenyl-7-oxa-1,2-diazaspiro[4.4]nona-2,8-dien-6-ylidene)-4-methylbenzenesulfonamide C(C)(C)(C)C1=NN(C2(C1C1=CC=CC=C1)/C(/OC(=C2)C2=CC=CC=C2)=N/S(=O)(=O)C2=CC=C(C=C2)C)C2=CC=CC=C2